C1(CCCCC1)[C@@H](C(=O)N1[C@@H](CNCC1)C)NC(=O)[C@H](C)N(C(OC(C)(C)C)=O)C tert-Butyl N-[(1S)-1-{[(1S)-1-cyclohexyl-2-[(2R)-2-methylpiperazin-1-yl]-2-oxoethyl]carbamoyl}ethyl]-N-methylcarbamate